(2R,3R,4R,5S)-2-methyl-1-(2-((1S,4S)-4-(trifluoromethyl)cyclohexyl)ethyl)piperidine-3,4,5-triol C[C@H]1N(C[C@@H]([C@H]([C@@H]1O)O)O)CCC1CCC(CC1)C(F)(F)F